3-[3-(23,29-Difluoro-14-oxo-25-oxa-3,13,20,31-tetrazapentacyclo-[24.3.1.12,5.016,24.017,21]hentriaconta-1(30),2,4,16,18,21,23,26,28-nonaen-6-yl)phenyl]propanoic acid FC=1C=C2NC=CC2=C2CC(NCCCCCCC(C3=CN=C(C=4C(=CC=C(OC12)C4)F)N3)C=3C=C(C=CC3)CCC(=O)O)=O